(5aS,6R,11bR)-14-acetyl-5a-hydroxy-10-methoxy-1,2,5,5a,6,7-hexahydro-6,11b-(epiminoethano)naphtho[1,2-d]azepine C(C)(=O)N1CC[C@@]23CCN=CC[C@]2([C@H]1CC1=CC=C(C=C13)OC)O